1,2-difluorocyclobutane FC1C(CC1)F